2,6-bis-(aminomethyl)-norbornene NCC=1C2C(CC(C1)C2)CN